ClC1=CC2=C(SC3=C2C=CC=C3)C(=C1)B1OC(C(O1)(C)C)(C)C 2-(2-chlorodibenzo[b,d]thiophen-4-yl)-4,4,5,5-tetramethyl-1,3,2-dioxaborolan